NC1=CC(=C(C=C1)O)CN1CCNCC1 4-amino-2-((piperazin-1-yl)methyl)phenol